C(#N)C1=CC=C(OC=2C(=NN(C2)[C@@H]2OCCCC2)C=2C=C(C(=O)OC)C=CC2)C=C1 |r| (rac)-Methyl 3-[4-(4-cyanophenoxy)-1-tetrahydropyran-2-yl-pyrazol-3-yl]benzoate